FC=1C=CC(=NC1)C1=CNC2=CN=CC=C21 5-fluoro-2-[1H-pyrrolo[2,3-c]pyridin-3-yl]pyridine